alpha-L-psicose OC[C@]1(O)[C@@H](O)[C@@H](O)[C@@H](O)CO1